C(CCC\C=C/C\C=C/C\C=C/C\C=C/CCCCC)(=O)OCC(OC(CCC\C=C/C\C=C/C\C=C/C\C=C/CCCCC)=O)COC(CCC\C=C/C\C=C/C\C=C/C\C=C/CCCCC)=O glycerol triarachidonate